BrC=1N=C(SC1)C(=O)OC Methyl 4-bromothiazol-2-carboxylate